O1CCN(CC1)C=1C=C(N=C2N(C=NC12)CC1CCC(N1)=O)N1N=C(C=C1)C=1C=C(C=CC1)C 5-({7-morpholino-5-[3-(m-tolyl)-1-pyrazolyl]-3H-1,3,4-triazainden-3-yl}methyl)-2-pyrrolidinone